CN(C1=CC=C2C(=C3C(O2)=CC=CC(=C3)NC(C)=O)C1)C N-(N,N-dimethyl-2-aminocyclohepta[b]benzofur-9-yl)acetamide